NC=1C(=NC(=C(N1)C(=O)O)N)C(=O)O 3,6-diamino-2,5-pyrazinedicarboxylic acid